COC1=CC=C(CN(C=2C=C(C(=C(C2)/C=C/C(=O)OCC)C(F)(F)F)Cl)CC2=CC=C(C=C2)OC)C=C1 ethyl (E)-3-(5-(bis(4-methoxybenzyl)amino)-3-chloro-2-(trifluoromethyl)phenyl)acrylate